ClC=1C=C(CNC2=C3N=CN(C3=NC(=N2)N2CCC(CC2)C2CCN(CC2)CCO)CC2CC2)C=CC1F 2-{1'-[6-(3-chloro-4-fluoro-benzylamino)-9-cyclopropylmethyl-9H-purin-2-yl]-[4,4']Bipiperidinyl-1-yl}-ethanol